FC(C=1C=C(OC2=CC=C(C=O)C=C2)C=CC1)(F)F 4-(3-trifluoromethylphenoxy)benzaldehyde